2,4-dihydroxy-N-[3-hydroxypropyl]-3,3-dimethylbutyramide OC(C(=O)NCCCO)C(CO)(C)C